CN(CCN1C2=CC=CC=C2SC(C(C1=O)CC(=O)[O-])C1=CC=C(C=C1)OC)C [2-(2-Dimethylaminoethyl)-5-(4-methoxyphenyl)-3-oxo-6-thia-2-azabicyclo[5.4.0]undeca-7,9,11-trien-4-yl]ethanoate